ClC1=C(C=C(C(=O)N2CCC(CC2)COCC=O)C=C1)N1C(NC(CC1)=O)=O 2-((1-(4-chloro-3-(2,4-dioxo-tetrahydropyrimidin-1(2H)-yl)benzoyl)piperidin-4-yl)methoxy)acetaldehyde